ethyl (S)-3-amino-3-(3-(p-tolyloxy)phenyl)propanoate hydrochloride Cl.N[C@@H](CC(=O)OCC)C1=CC(=CC=C1)OC1=CC=C(C=C1)C